N-(7-chloroquinolin-8-yl)-3-cyclopropylpyridine-2-sulfonamide ClC1=CC=C2C=CC=NC2=C1NS(=O)(=O)C1=NC=CC=C1C1CC1